ls-2-ethynylnaphthalene C(#C)C1=CC2=CC=CC=C2C=C1